FC1=C(C(=CC=C1)C)N1CN(C(C2=CC(=CC=C12)C(F)(F)F)=O)C1=C(NC(C=C1)=O)C 1-(2-fluoro-6-methylphenyl)-3-(2-methyl-6-oxo-1,6-dihydropyridin-3-yl)-6-(trifluoromethyl)-2,3-dihydroquinazolin-4(1H)-one